S(=O)(=O)=N[C@H](CCCNC(N)=N)C(=O)O sulfonyl-D-arginine